C(C)(C)(C)OC(=O)NC(C(=O)OCC)CCC1CC1 ethyl 2-(tert-butoxycarbonylamino)-4-cyclopropylbutanoate